N-[2-[2-[2-[[6-[2,6-difluoro-3-[[(3R)-3-fluoropyrrolidin-1-yl]sulfonylamino]phenyl]-8-methyl-7-oxopyrido[2,3-d]pyrimidin-2-yl]amino]ethoxy]ethoxy]ethyl]acetamide FC1=C(C(=CC=C1NS(=O)(=O)N1C[C@@H](CC1)F)F)C1=CC2=C(N=C(N=C2)NCCOCCOCCNC(C)=O)N(C1=O)C